P(=O)(O)(O)O.C(CO)=O Glycolaldehyde Phosphate